NC=1C2=C(N=CN1)N(C(=C2C2=CC=C(C=C2)C(=O)N2[C@@H](CCC2)C#C)C=2C(=NC(=NC2)C#C)C)C (S)-(4-(4-amino-6-(2-ethynyl-4-methylpyrimidin-5-yl)-7-methyl-7H-pyrrolo[2,3-d]pyrimidin-5-yl)phenyl)(2-ethynylpyrrolidin-1-yl)methanone